5,10,15,20-tetrakis(2,4,6-trimethylphenyl)porphyrin manganese (III) chloride [Cl-].[Mn+3].CC1=C(C(=CC(=C1)C)C)C=1C2=CC=C(N2)C(=C2C=CC(C(=C3C=CC(=C(C=4C=CC1N4)C4=C(C=C(C=C4C)C)C)N3)C3=C(C=C(C=C3C)C)C)=N2)C2=C(C=C(C=C2C)C)C.[Cl-].[Cl-]